2-(imidazole-1-carbonyl)-6-methoxy-1,2,3,4-tetrahydro-isoquinoline-5-carbaldehyde N1(C=NC=C1)C(=O)N1CC=2C=CC(=C(C2CC1)C=O)OC